CC(CC1=CC=CC=C1)(CC(=C)C)NC(=O)C=1C(=C2C(=NC1)CCC2)OC N-(2,4-dimethyl-1-phenylpent-4-en-2-yl)-4-methoxy-6,7-dihydro-5H-cyclopenta[b]pyridine-3-carboxamide